ethyl (2R)-3-(3-bromophenyl)-2-[(tert-butyldimethylsilyl)oxy]propanoate BrC=1C=C(C=CC1)C[C@H](C(=O)OCC)O[Si](C)(C)C(C)(C)C